C12(CC1)OC1=C(C=CC=C1CC2)C#N spiro[chroman-2,1'-cyclopropane]-8-nitrile